O[C@H](CN1CCN(CC1)[C@@H]1[C@@H](N(CC1)C(=O)OC(C)(C)C)C)C tert-Butyl (2S,3S)-3-(4-((S)-2-hydroxypropyl)piperazin-1-yl)-2-methylpyrrolidine-1-carboxylate